[Cl-].[Na+] Sodium chloride salt